COC(C1=CC(C(=O)OC)=CC(=C1)CCl)=O.C(CCC)C1(CCC(CC1)CC(CCCC)CC)CCCC di(n-butyl)(2-ethylhexyl)cyclohexane Dimethyl-5-(chloromethyl)isophthalate